COC(CCCCCCCC/C=C/C=C)OC (3E)-13,13-dimethoxy-1,3-tridecadiene